(3-(benzyloxy)propyl)-4,4-difluoropyrrolidine-1-carboxylic acid tert-butyl ester C(C)(C)(C)OC(=O)N1C(CC(C1)(F)F)CCCOCC1=CC=CC=C1